1,3-dibromo-2,2-bis(bromomethyl)propane BrCC(CBr)(CBr)CBr